tri(methylolpropane) tri(acrylate) C(C=C)(=O)O.C(C=C)(=O)O.C(C=C)(=O)O.C(O)CCC.C(O)CCC.C(O)CCC